N1=NN(C2=NC=CC=C21)C2=CC(=C(C(=O)N([C@H]1CNCCC1)C1=NC=CC3=CC=C(C=C13)C=CCO)C=C2)F (R)-4-(3H-[1,2,3]triazolo[4,5-b]pyridin-3-yl)-2-fluoro-N-(7-(3-hydroxyprop-1-en-1-yl)isoquinolin-1-yl)-N-(piperidin-3-yl)benzamide